ClC1=C(C)C=CC(=C1)Cl 2,4-dichloro-toluene